N-[3-chloro-4-[4-(1-methylpiperidine-4-carbonyl)piperazine-1-carbonyl]phenyl]-1-methyl-imidazole-2-carboxamide ClC=1C=C(C=CC1C(=O)N1CCN(CC1)C(=O)C1CCN(CC1)C)NC(=O)C=1N(C=CN1)C